CP(O)(O)=O.C1(=CC=CC=C1)S(=O)(=O)C1=CC=CC=C1 diphenyl sulfone methylphosphonate